FC=1C=C(C=CC1C(F)(F)F)C1=CN=C(O1)NC=1C=CC(=NC1)C#N 5-((5-(3-fluoro-4-(trifluoromethyl)phenyl)oxazol-2-yl)amino)picolinonitrile